ethylenediformamide C(CNC=O)NC=O